methylthiodecanoic acid CC(C(=S)O)CCCCCCCC